6-[(3-fluoro-5-hydroxyadamantan-1-yl)amino]-8-[(8-methoxyquinolin-2-yl)amino]imidazo[1,2-b]pyridazine-3-carbonitrile FC12CC3(CC(CC(C1)(C3)O)C2)NC=2C=C(C=3N(N2)C(=CN3)C#N)NC3=NC2=C(C=CC=C2C=C3)OC